CC1(C(=O)NC(C1)=O)CCC methyl-α-propylsuccinimide